OCCOCCOCCOCCOCCCC1=NC(=CC(=C1)C=1C(=CC(=NC1)[C@H](C)NC(OC(C)(C)C)=O)C)C(F)(F)F tert-butyl N-[(1S)-1-[5-[2-[3-[2-[2-[2-(2-hydroxyethoxy)ethoxy]ethoxy]ethoxy]propyl]-6-(trifluoromethyl)-4-pyridyl]-4-methyl-2-pyridyl]ethyl]carbamate